C1COCCC=2OC=3C=CC=CC3C(C21)=O 4,5-dihydro-1H-oxepino[4,5-b]chromen-11(2H)-one